4-Chloro-6-(isopropyl(methyl)amino)-2,3-dihydro-1H-pyrrolo[3,4-c]pyridin-1-one ClC1=NC(=CC2=C1CNC2=O)N(C)C(C)C